Methyl 5-((2-(4-(2-((tert-butoxycarbonyl)(3-chloro-4-(trifluoromethoxy)benzyl)amino)ethyl)-1H-imidazol-1-yl)ethyl)amino)benzo[c][2,6]naphthyridine-8-carboxylate C(C)(C)(C)OC(=O)N(CCC=1N=CN(C1)CCNC1=NC2=C(C3=CN=CC=C13)C=CC(=C2)C(=O)OC)CC2=CC(=C(C=C2)OC(F)(F)F)Cl